2-{6-azaspiro[2.5]octan-6-yl}-N-[8-(4,4-difluoropiperidin-1-yl)-7-fluoroquinolin-6-yl]-4-[(2S)-1-hydroxypropane-2-sulfonamido]benzamide C1CC12CCN(CC2)C2=C(C(=O)NC=1C=C3C=CC=NC3=C(C1F)N1CCC(CC1)(F)F)C=CC(=C2)NS(=O)(=O)[C@H](CO)C